ClC1=NC=C(C2=C1C(=CN2)[N+](=O)[O-])F 4-Chloro-7-fluoro-3-nitro-1H-pyrrolo[3,2-c]pyridine